C12NCC(CC1)(C2)C(=O)OC Methyl 2-Azabicyclo[2.2.1]heptane-4-carboxylate